FC=1C=C2C(=CC=NC2=CC1OC)OC1=CC=C(C=C1)SC 6-fluoro-7-methoxy-4-(4-methylsulfanyl-phenoxy)quinoline